(3-ethyl-4-hydroxyphenyl)-1,2-ethanediol C(C)C=1C=C(C=CC1O)C(CO)O